C(C)(C)(C)OC(=O)N1C2(CNCC1CC2)C2=CC=1CCC(CC1C(=C2)F)NC(=O)OCC2=CC=CC=C2 (6-[[(benzyloxy)carbonyl]amino]-4-fluoro-5,6,7,8-tetrahydronaphthalen-2-yl)-3,8-diazabicyclo[3.2.1]octane-8-carboxylic acid tert-butyl ester